ClC1=CC2=C(N(C(C(N2C)=O)=O)C2CCN(CC2)C=2N=CC3=C(N2)C=CS3)N=C1 7-chloro-1-methyl-4-(1-(thieno[3,2-d]pyrimidin-2-yl)piperidin-4-yl)-1,4-dihydropyrido[2,3-b]pyrazine-2,3-dione